C(C)(C)(C)OC(=O)N[C@@H]1C[C@H](C1)C(=O)O trans-(1r,3r)-3-((tert-butoxycarbonyl)amino)cyclobutane-1-carboxylic acid